2,3-Dichloro-2,3-dihydronaphthalene-1,4-dione ClC1C(C2=CC=CC=C2C(C1Cl)=O)=O